1-ethyl-3-(3-fluoro-4-(hydroxymethyl)pyridin-2-yl)urea C(C)NC(=O)NC1=NC=CC(=C1F)CO